histidine α-ketoglutarate C1=C(NC=N1)C[C@@H](C(=O)O)N.C(CC(=O)O)C(=O)C(=O)O